3-benzyl-1-(trans-4-((5-cyano-4-(2-oxo-2,3-dihydro-1H-benzimidazol-5-yl)pyrimidin-2-yl)amino)cyclohexyl)-1-(5-(1-methyl-1H-pyrazol-4-yl)pyridin-2-yl)urea C(C1=CC=CC=C1)NC(N(C1=NC=C(C=C1)C=1C=NN(C1)C)[C@@H]1CC[C@H](CC1)NC1=NC=C(C(=N1)C1=CC2=C(NC(N2)=O)C=C1)C#N)=O